Aluminum muconate C(\C=C\C=C\C(=O)[O-])(=O)[O-].[Al+3].C(\C=C\C=C\C(=O)[O-])(=O)[O-].C(\C=C\C=C\C(=O)[O-])(=O)[O-].[Al+3]